(R)-5-fluoro-N-(8-fluoro-6-oxo-1,4,5,6-tetrahydro-2H-pyrano[3,4-c]isoquinolin-1-yl)-N-methyl-1H-indole-2-carboxamide FC=1C=C2C=C(NC2=CC1)C(=O)N(C)[C@H]1COCC=2NC(C=3C=C(C=CC3C21)F)=O